N-(3-(5-(2-chloro-4-methoxy-phenyl)-1H-pyrazolo[3,4-b]-pyridine-3-carbonyl)-2,4-difluorophenyl)propane-1-sulfonamide ClC1=C(C=CC(=C1)OC)C=1C=C2C(=NC1)NN=C2C(=O)C=2C(=C(C=CC2F)NS(=O)(=O)CCC)F